2-methyl-4-(4,4,5,5-tetramethyl-1,3-dioxolane-2-yl)benzoic acid CC1=C(C(=O)O)C=CC(=C1)C1OC(C(O1)(C)C)(C)C